aminopropynyl-pyridone NCC#CC=1C(NC=CC1)=O